5-Nitro-8-bromoisoquinoline [N+](=O)([O-])C1=C2C=CN=CC2=C(C=C1)Br